2-[6-[(4aS,8aR)-6-ethyl-3,4a,5,7,8,8a-hexahydro-2H-pyrido[4,3-b][1,4]oxazin-4-yl]pyridazin-3-yl]-5-chloro-3-ethyl-phenol C(C)N1C[C@H]2[C@H](OCCN2C2=CC=C(N=N2)C2=C(C=C(C=C2CC)Cl)O)CC1